COC1=CC=C(CN(C2=C(C(=C(C=N2)NC(OC(C)(C)C)=O)N2CCOCC2)F)CC2=CC=C(C=C2)OC)C=C1 Tert-butyl (6-(bis(4-methoxybenzyl)amino)-5-fluoro-4-morpholinylpyridin-3-yl)carbamate